N-{[4-(piperidine-1-sulfonyl)phenyl]methyl}pyridine-3-carboxamide N1(CCCCC1)S(=O)(=O)C1=CC=C(C=C1)CNC(=O)C=1C=NC=CC1